1-(8Z,11Z,14Z-eicosatrienoyl)-2-(9Z-tetradecenoyl)-glycero-3-phosphocholine CCCCC/C=C\C/C=C\C/C=C\CCCCCCC(=O)OC[C@H](COP(=O)([O-])OCC[N+](C)(C)C)OC(=O)CCCCCCC/C=C\CCCC